carnitine hydrogen phosphate P(=O)(O)(O)OC(C[N+](C)(C)C)CC([O-])=O